tert-butyl 6-[4-bromo-5-[8-chloro-3-(methoxymethoxy)-1-naphthyl]-1-methyl-imidazol-2-yl]-2-azaspiro[3.3]heptane-2-carboxylate BrC=1N=C(N(C1C1=CC(=CC2=CC=CC(=C12)Cl)OCOC)C)C1CC2(CN(C2)C(=O)OC(C)(C)C)C1